4-(4-(1-methylpiperidin-4-yl)piperazin-1-yl)aniline CN1CCC(CC1)N1CCN(CC1)C1=CC=C(N)C=C1